CC12C=CC(CC1)C2 methyl-2-norbornene